C(C=C)(=O)N1CC(CC(C1)F)C1=C2C(=C(NC2=C(C=C1F)C(=O)N)C)Cl 4-(1-acryloyl-5-fluoropiperidin-3-yl)-3-chloro-5-fluoro-2-methyl-1H-indole-7-carboxamide